fluoro-4-(hydroxymethyl)-5,6,7,8-tetrahydronaphthalene-1-carbonitrile FC1=C(C=2CCCCC2C(=C1)CO)C#N